COC=1C=C(NC2=CC=C(C=C2)OC)C=C(C1OC)OC 3,4,5-trimethoxy-N-(4-methoxyphenyl)aniline